methyl 5-(5-amino-1-methyl-1H-1,2,4-triazol-3-yl)quinoline-2-carboxylate NC1=NC(=NN1C)C1=C2C=CC(=NC2=CC=C1)C(=O)OC